(S)-4-[1-(2,3-dihydro-1H-inden-4-yl)ethyl]-1H-imidazole C1CCC2=C(C=CC=C12)[C@H](C)C=1N=CNC1